3-(5-(((3R,5S)-3-amino-5-(trifluoromethyl)piperidin-1-yl)sulfonyl)-2-methylphenyl)-6-(trifluoromethyl)imidazo[1,2-a]pyrazin-8-amine N[C@H]1CN(C[C@H](C1)C(F)(F)F)S(=O)(=O)C=1C=CC(=C(C1)C1=CN=C2N1C=C(N=C2N)C(F)(F)F)C